tert-butyl 3-((tert-butoxycarbonyl)oxy)-3-(4-(4-(7-((3,5-dimethoxyphenyl)amino)quinoxalin-2-yl)-1H-pyrazol-1-yl)piperidine-1-carbonyl)azetidine-1-carboxylate C(C)(C)(C)OC(=O)OC1(CN(C1)C(=O)OC(C)(C)C)C(=O)N1CCC(CC1)N1N=CC(=C1)C1=NC2=CC(=CC=C2N=C1)NC1=CC(=CC(=C1)OC)OC